FC(O[C@H]1C[C@H](C1)N1C=NC(=C1)C12CC(C1)(C2)N)(F)F 3-(1-(cis-3-(trifluoromethoxy)cyclobutyl)-1H-imidazol-4-yl)bicyclo[1.1.1]pentan-1-amine